FC1=C(C=CC=C1)C1=NN2C(OC(CC2)CN2CCCC2)=C1C(=O)OCC Ethyl 2-(2-fluorophenyl)-5-(pyrrolidin-1-ylmethyl)-6,7-dihydro-5H-pyrazolo[5,1-b][1,3]oxazine-3-carboxylate